5-bromo-6-fluoro-N-[(3-fluoro-2-pyridyl)methyl]-1,1-dioxo-2-(2-trimethylsilylethoxymethyl)-1,2,4-benzothiadiazin-3-amine BrC1=C(C=CC2=C1N=C(N(S2(=O)=O)COCC[Si](C)(C)C)NCC2=NC=CC=C2F)F